3-butyl-5-(2-tert-butyl-5-phenyl-3H-imidazol-4-yl)-3H-imidazo[4,5-b]pyridin-2-ylamine mesylate S(C)(=O)(=O)O.C(CCC)N1C(=NC=2C1=NC(=CC2)C=2NC(=NC2C2=CC=CC=C2)C(C)(C)C)N